ClC1=CC=C(C=C1)NC(CC(F)(F)F)=O N-(4-chlorophenyl)-3,3,3-trifluoropropionamide